FC=1C=C(C=CC1F)C1=C(N=C(C2=CC3=C(C=C12)C=NN3)OC3CC(C3)C(=O)O)C3(CC3)O 3-[[5-(3,4-difluorophenyl)-6-(1-hydroxycyclopropyl)-1H-pyrazolo[4,3-g]isoquinolin-8-yl]oxy]cyclobutanecarboxylic acid